(s)-1-hydroxypropan-2-yl (8-amino-7-fluoro-6-(8-methyl-2,3-dihydro-1H-pyrido[2,3-b][1,4]oxazin-7-yl)isoquinolin-3-yl)carbamate NC=1C(=C(C=C2C=C(N=CC12)NC(O[C@H](CO)C)=O)C1=C(C2=C(OCCN2)N=C1)C)F